13-(4-bromobenzyl)-3-(4-cyanobutoxy)-2,9,10-trimethoxy-5,6-dihydroisoquinolino[3,2-a]isoquinolin-7-ium BrC1=CC=C(CC2=C3C=CC(=C(C3=C[N+]3=C2C=2C=C(C(=CC2CC3)OCCCCC#N)OC)OC)OC)C=C1